4-(4-(benzo[d]thiazol-2-ylcarbamoyl)-3-(trifluoromethyl)benzylidene)-N-phenylpiperidine-1-carboxamide S1C(=NC2=C1C=CC=C2)NC(=O)C2=C(C=C(C=C1CCN(CC1)C(=O)NC1=CC=CC=C1)C=C2)C(F)(F)F